C(C)[NH3+] Ethyl-ammonium